(E)-2,5-Hexadienyl acetate C(C)(=O)OC\C=C\CC=C